2-hydroxy-6-[(1-{[4-methylmorpholin-2-yl]acetyl}azetidin-3-yl)oxy]benzoic acid OC1=C(C(=O)O)C(=CC=C1)OC1CN(C1)C(CC1CN(CCO1)C)=O